C1(CC1)NC(N)=O (E)-3-cyclopropylurea